tert-butyl N-[3-[2-[5-methoxy-N-methyl-4-[[4-(1-methylindol-3-yl)pyrimidin-2-yl]amino]-2-(2-trimethylsilylethoxycarbonyl amino)anilino] ethyl-methyl-amino] propoxy]-N-methyl-carbamate COC=1C(=CC(=C(N(C)CCN(CCCON(C(OC(C)(C)C)=O)C)C)C1)NC(=O)OCC[Si](C)(C)C)NC1=NC=CC(=N1)C1=CN(C2=CC=CC=C12)C